CS(=O)(=O)C=1N=CC2=C(N1)C=NC=C2 (methylsulfonyl)pyrido[3,4-d]pyrimidine